(3S)-3-[(3S)-3-[3-(8-{2-[ethyl(isopropyl)carbamoyl]-4-fluorophenyl}-3-methylimidazo[1,5-a]pyridin-6-yl)azetidin-1-yl]-4-methylpentyl]morpholine-4-carboxylic acid tert-butyl ester C(C)(C)(C)OC(=O)N1[C@H](COCC1)CC[C@@H](C(C)C)N1CC(C1)C=1C=C(C=2N(C1)C(=NC2)C)C2=C(C=C(C=C2)F)C(N(C(C)C)CC)=O